2-(3-chlorophenyl)-1-cyclohexyl-2,2-difluoroethyl ((S)-1-(((S)-1-hydroxy-3-((S)-2-oxopyrrolidin-3-yl)propan-2-yl)amino)-1-oxo-3-phenylpropan-2-yl)carbamate OC[C@H](C[C@H]1C(NCC1)=O)NC([C@H](CC1=CC=CC=C1)NC(OC(C(F)(F)C1=CC(=CC=C1)Cl)C1CCCCC1)=O)=O